FC(C=1C=CN2C=C(C=C2C1)C(=O)NC)F 7-(difluoromethyl)-N-methylindolizine-2-carboxamide